FC(C1=NN=C(O1)C1=CC=2N(C=C1)C=C(N2)CN(C(=O)N2CCN(CC2)C(CO)=O)C2=CC=CC=C2)F N-((7-(5-(difluoromethyl)-1,3,4-oxadiazol-2-yl)imidazo[1,2-a]pyridin-2-yl)methyl)-4-(2-hydroxyacetyl)-N-phenylpiperazine-1-carboxamide